γ-triethoxysilylpropyl isocyanate C(C)O[Si](CCCN=C=O)(OCC)OCC